diethyl 5-acetamido-7,8-dimethoxyquinoline-2,4-dicarboxylate C(C)(=O)NC1=C2C(=CC(=NC2=C(C(=C1)OC)OC)C(=O)OCC)C(=O)OCC